3-(1-oxo-5-((2-(3-(pyridin-3-yl)azetidin-1-yl)cyclohexyl)oxy)isoindolin-2-yl)piperidine-2,6-dione O=C1N(CC2=CC(=CC=C12)OC1C(CCCC1)N1CC(C1)C=1C=NC=CC1)C1C(NC(CC1)=O)=O